12-(4,6-diphenyl-5-cyanopyrimidin-2-yl)-indolo[2,3-a]carbazole C1(=CC=CC=C1)C1=NC(=NC(=C1C#N)C1=CC=CC=C1)N1C=2C=CC=CC2C=2C1=C1NC3=CC=CC=C3C1=CC2